(S)-2-(4-Chlorophenyl)-N-(2,3-dimethyl-4-((3-(2-(piperidin-3-ylamino)pyrimidin-4-yl)pyridin-2-yl)oxy)phenyl)acetamide ClC1=CC=C(C=C1)CC(=O)NC1=C(C(=C(C=C1)OC1=NC=CC=C1C1=NC(=NC=C1)N[C@@H]1CNCCC1)C)C